FC(COC1=C(C(=CC=C1)C(F)(F)F)O)F (2',2'-difluoroethoxy)-6-trifluoromethylphenol